ethyl 2-((4-(2-((tert-butoxycarbonyl) amino) thiazolo[5,4-b]pyridin-5-yl) phenyl) amino)-2-oxoacetate C(C)(C)(C)OC(=O)NC=1SC2=NC(=CC=C2N1)C1=CC=C(C=C1)NC(C(=O)OCC)=O